N-(1-amino-7-(sec-butyl)-4b-hydroxy-10-oxo-4b,10-dihydro-9bH-indeno[1,2-b]benzofuran-9b-yl)-3-methyl-4-(methylsulfonyl)-1H-pyrrole-2-carboxamide NC1=C2C(C3(C(OC4=C3C=CC(=C4)C(C)CC)(C2=CC=C1)O)NC(=O)C=1NC=C(C1C)S(=O)(=O)C)=O